CN(C=NC1=NC(SS1)=S)C N,N-dimethyl-N'-(3-thioxo-3H-1,2,4-dithiazol-5-yl)formimidamide